NC1=CC=C(C=C1)S(=O)(=O)NC=1N=CC2=C(N1)N1C(=C2)C(NC(C12CCCCC2)=O)O 4-amino-N-(6'-hydroxy-8'-oxo-7',8'-dihydro-6'H-spiro[cyclohexane-1,9'-pyrazino[1',2':1,5]pyrrolo[2,3-d]pyrimidin]-2'-yl)benzenesulfonamide